N=1CCN2C=NC=3C=CC(=CC3C21)OC=2C(=C(C=CC2[N+](=O)[O-])NS(=O)(=O)CCC)F N-(3-((2,3-dihydroimidazo[1,2-c]quinazolin-9-yl)oxy)-2-fluoro-4-nitrophenyl)propane-1-sulfonamide